ClC=1C=C2CCN(CC2=CN1)C(CC(C)C)=O 1-(6-chloro-3,4-dihydro-2,7-naphthyridin-2(1H)-yl)-3-methylbutan-1-one